COC(=O)C1=CC=C2C3=C(N(C2=C1)C)N=CN=C3Cl 4-chloro-9-methyl-9H-pyrimido[4,5-b]Indole-7-carboxylic acid methyl ester